2-[4-(cyclopropyloxy)-1-oxo-6-(trifluoromethyl)phthalazin-2-yl]-N-(5-fluoropyrimidin-2-yl)acetamide C1(CC1)OC1=NN(C(C2=CC=C(C=C12)C(F)(F)F)=O)CC(=O)NC1=NC=C(C=N1)F